C1(CCCC1)OC(CC(=O)OC1CCCC1)=O malonic acid dicyclopentanyl ester